OS(=O)(=O)C(F)(F)F.FC1=CC=CC2=C1OC1=C2C=CC(=C1F)CCC 4,6-difluoro-7-propyl-dibenzofuran triflate